NC1=CC=C(C(=O)N[C@@H](CCC(=O)O)C(=O)O)C=C1 (4-aminobenzoyl)-L-glutamic acid